C(C)OC(/C=C/C=1C=C(CC=2N(C=CC2)C(=O)OC(C)(C)C)C=CC1)=O tert-butyl (E)-2-(3-(3-ethoxy-3-oxoprop-1-en-1-yl)benzyl)-1H-pyrrole-1-carboxylate